methyl 7-chloro-4H-thieno[2,3-c]chromene-8-carboxylate ClC=1C(=CC=2C3=C(COC2C1)SC=C3)C(=O)OC